ethyl 6-(2-acetamidobenzo[d]thiazol-6-yl)-3-methylpyridazine-4-carboxylate C(C)(=O)NC=1SC2=C(N1)C=CC(=C2)C2=CC(=C(N=N2)C)C(=O)OCC